C(C1=CC=CC=C1)(C1=CC=CC=C1)NC(C)CC N-Benzhydrylbutan-2-amin